6-[2-(4-azaspiro[2.5]oct-7-yl)pyrazolo[4,3-b]pyridin-5-yl]-2,8-dimethyl-imidazo[1,2-b]pyridazine C1CC12NCCC(C2)N2N=C1C(N=C(C=C1)C=1C=C(C=3N(N1)C=C(N3)C)C)=C2